methyl (R)-2-((2E,5S,6R,7E)-5-((tert-butyldimethylsilyl)oxy)-6-methyl-8-(4,4,5,5-tetramethyl-1,3,2-dioxaborolan-2-yl)octa-2,7-dienamido)-3-(3-chloro-4-methoxyphenyl)propanoate [Si](C)(C)(C(C)(C)C)O[C@@H](C/C=C/C(=O)N[C@@H](C(=O)OC)CC1=CC(=C(C=C1)OC)Cl)[C@@H](\C=C\B1OC(C(O1)(C)C)(C)C)C